4-amino-1,7-dimethyl-1H-pyrazolo[4,3-c]quinoline-8-carbonyl chloride NC1=NC=2C=C(C(=CC2C2=C1C=NN2C)C(=O)Cl)C